NC=1C2=C(N=CN1)N(C(=C2C2=CC(=C(C=C2)OC2=NC=CC(=N2)C)F)C2=CC(=C(C=C2)NC(C(=C)C2CC2)=O)OC)C N-(4-(4-amino-5-(3-fluoro-4-((4-methylpyrimidin-2-yl)oxy)phenyl)-7-methyl-7H-pyrrolo[2,3-d]pyrimidin-6-yl)-2-methoxyphenyl)-2-cyclopropylacrylamide